[Si](C)(C)(C(C)(C)C)O[C@H](CCNC(=O)N1C=NC=C1)CN1CC(CC1)C1=NC(=CC=C1)C(F)(F)F N-((3R)-3-((tert-Butyldimethylsilyl)oxy)-4-(3-(6-(trifluoromethyl)pyridin-2-yl)pyrrolidin-1-yl)butyl)-1H-imidazole-1-carboxamide